2-chloro-4-((3-hydroxy-4-methylcyclohexyl)amino)pyrimidine-5-carboxamide ClC1=NC=C(C(=N1)NC1CC(C(CC1)C)O)C(=O)N